tert-butyl 4-(6-bromo-4,4-dimethyl-2-oxo-3,4-dihydro-1,8-naphthyridin-1(2H)-yl)piperidine-1-carboxylate BrC=1C=C2C(CC(N(C2=NC1)C1CCN(CC1)C(=O)OC(C)(C)C)=O)(C)C